6-(3-(((1S,2R,3R,5R)-2-fluoro-9-azabicyclo[3.3.1]nonan-3-yl)oxy)-1,2,4-triazin-6-yl)isoquinolin-7-ol F[C@@H]1[C@@H]2CCC[C@H](C[C@H]1OC=1N=NC(=CN1)C=1C=C3C=CN=CC3=CC1O)N2